CC(=CC(=O)[O-])C dimethylacrylate